3-(4-((2-(4-fluoro-2-methoxyphenyl)-9H-purin-6-yl)amino)-1-oxoisoindolin-2-yl)piperidine-2,6-dione FC1=CC(=C(C=C1)C1=NC(=C2N=CNC2=N1)NC1=C2CN(C(C2=CC=C1)=O)C1C(NC(CC1)=O)=O)OC